C=1N=CN2C1C1=CC=CC=C1[C@H]2[C@H]2[C@H](C1CCC2CC1)O (2S,3S)-3-((R)-5H-imidazo[5,1-a]isoindol-5-yl)bicyclo[2.2.2]octan-2-ol